methyl (2R)-2-anilinobutyrate N(C1=CC=CC=C1)[C@@H](C(=O)OC)CC